CN1C(N(C2=NC(=NC=C12)NC1=CC2=C(N=C3SCCN32)C=C1C)C1CCOCC1)=O 7-methyl-2-((7-methyl-2,3-dihydrobenzo[4,5]imidazo[2,1-b]thiazol-6-yl)amino)-9-(tetrahydro-2H-pyran-4-yl)-7,9-dihydro-8H-purin-8-one